CC=1C(=NC=C(C1)NC(C(=O)N1C(CCC(C1)C)C1CNC(C1)=O)=O)NC(OC(C)(C)C)=O tert-butyl (3-methyl-5-(2-(5-methyl-2-(5-oxopyrrolidin-3-yl)piperidin-1-yl)-2-oxoacetamido)pyridin-2-yl)carbamate